CC(C[C@@H](C(N[C@H](C=O)C[C@H]1C(CCCC1)=O)=O)NC([C@H](CC1=CC=CC2=CC=CC=C12)NC(CCCCCCCCCCC)=O)=O)C N-((S)-1-(((S)-4-methyl-1-oxo-1-(((S)-1-oxo-3-((S)-2-oxocyclohexyl)propan-2-yl)amino)pentan-2-yl)amino)-3-(naphthalen-1-yl)-1-oxopropan-2-yl)dodecanamide